ClC1=C(C(=CC=C1Cl)F)[C@]1(CN(CC1)C(=O)OC(C)(C)C)NC=1C(=C2C(N(C=NC2=CC1)C)=O)F tertbutyl (R)-3-(2,3-dichloro-6-fluorophenyl)-3-(5-fluoro-3-methyl-4-oxo-3,4-dihydro-6-quinazolinylamino)-1-pyrrolidinecarboxylate